ClC1=C(OCC(=O)N2CCN(CCC2)C(=O)OC(C)(C)C)C=CC(=C1)C=1C2=C(N=C(N1)N1[C@H](CC1)C)C(CC2)(F)F (S)-tert-butyl 4-(2-(2-chloro-4-(7,7-difluoro-2-(2-methylazetidin-1-yl)-6,7-dihydro-5H-cyclopenta[d]pyrimidin-4-yl)phenoxy)acetyl)-1,4-diazepane-1-carboxylate